methyl 4-(4-((3-(2-ethynylthiazol-4-yl) ureido) methyl) phenyl)-1-methyl-1H-indazole-6-carboxylate C(#C)C=1SC=C(N1)NC(NCC1=CC=C(C=C1)C1=C2C=NN(C2=CC(=C1)C(=O)OC)C)=O